CC1=CCC(CC1)C(CC1C(CCC1)=O)C 2-(2-(4-methyl-3-cyclohexenyl)-1-propyl)-cyclopentanone